4-cyclopentyl-6-methyl-N2-[7-(3-pyrrolidin-1-ylpropoxy)-2,3-dihydrobenzofuran-5-yl]-pyrimidine-2,4-diamine C1(CCCC1)C1(NC(=NC(=C1)C)NC=1C=C(C2=C(CCO2)C1)OCCCN1CCCC1)N